The molecule is a member of the class of quinazolines that is quinazoline which is substituted at position 4 by a 2-chloro-5-methoxyanilino group, at position 6 by a methoxy group and at position 7 by a 3-(morpholin-4-yl)propoxy group. It has a role as an EC 2.7.10.2 (non-specific protein-tyrosine kinase) inhibitor. It is an aromatic ether, a polyether, a member of quinazolines, a secondary amino compound, a member of morpholines, a tertiary amino compound and a member of monochlorobenzenes. COC1=CC(=C(C=C1)Cl)NC2=NC=NC3=CC(=C(C=C32)OC)OCCCN4CCOCC4